O1CCCCC1.[Te] tellurium oxane